[1-[(dimethylamino)methyl]cyclopropyl]methanol CN(C)CC1(CC1)CO